Pyridazine-6-carbonitrile N1=NC=CC=C1C#N